(S)-6-(((S)-1-((5-(4-aminobutoxy)-2-methylbenzyl)amino)-1-oxo-4-phenylbutan-2-yl)amino)-5-(((benzyloxy)carbonyl)amino)-6-oxohexanoic acid NCCCCOC=1C=CC(=C(CNC([C@H](CCC2=CC=CC=C2)NC([C@H](CCCC(=O)O)NC(=O)OCC2=CC=CC=C2)=O)=O)C1)C